F[B-](F)(F)F.[H+].F[B-](F)(F)F.[H+].C1(CCCCC1)P(CCCP(C1CCCCC1)C1CCCCC1)C1CCCCC1 1,3-bis(dicyclohexylphosphino)propane bis(tetrafluoroboric acid) salt